(S)-1-(4-cyclobutyl-5-(4-fluorophenyl)-1-methyl-1H-pyrazol-3-yl)-3-(3,3-difluorocyclopentyl)urea C1(CCC1)C=1C(=NN(C1C1=CC=C(C=C1)F)C)NC(=O)N[C@@H]1CC(CC1)(F)F